5-sulfoisophthalic acid, sodium salt [Na+].S(=O)(=O)([O-])C=1C=C(C=C(C(=O)[O-])C1)C(=O)[O-].[Na+].[Na+]